1-(4Z,7Z,10Z,13Z,16Z,19Z-docosahexaenoyl)-2-(6Z,9Z,12Z-octadecatrienoyl)-glycero-3-phosphoserine CCCCC/C=C\C/C=C\C/C=C\CCCCC(=O)O[C@H](COC(=O)CC/C=C\C/C=C\C/C=C\C/C=C\C/C=C\C/C=C\CC)COP(=O)(O)OC[C@@H](C(=O)O)N